1-bromo-3-(3,5-dichlorophenyl)propan-2-one BrCC(CC1=CC(=CC(=C1)Cl)Cl)=O